C=CCO Hydroxypropylene